(2s,4r)-1-(2-aminoacetyl)-4-hydroxy-pyrrolidine-2-carboxylic acid methyl ester COC(=O)[C@H]1N(C[C@@H](C1)O)C(CN)=O